(R)-3-((4a-(4-ethylpicolinoyl)-1-(4-fluorophenyl)-4a,5,7,8-tetrahydro-1H-pyrazolo[3,4-g]isoquinolin-6(4H)-yl)sulfonyl)benzonitrile C(C)C1=CC(=NC=C1)C(=O)[C@@]12CC3=C(C=C2CCN(C1)S(=O)(=O)C=1C=C(C#N)C=CC1)N(N=C3)C3=CC=C(C=C3)F